(R)-(5-Bromo-2-((1-(5-(methylamino)nicotinyl)piperidin-3-yl)amino)-3-nitrophenyl)(2,2-difluoromorpholinyl)methanone BrC=1C=C(C(=C(C1)C(=O)N1CC(OCC1)(F)F)N[C@H]1CN(CCC1)CC1=CN=CC(=C1)NC)[N+](=O)[O-]